[Si](C)(C)(C(C)(C)C)O[C@@H]([C@H](CN1N=C2C(=CC=CC2=C1)C(=O)OC)OCCC1=CC=CC=C1)C1=CC(=C(C(=C1)OC)C)OC methyl 2-((2S,3R)-3-((tert-butyldimethylsilyl) oxy)-3-(3,5-dimethoxy-4-methylphenyl)-2-phenethoxypropyl)-2H-indazole-7-carboxylate